ClCCCCCCS(=O)(=O)N(CCCCCCCC)CCCCCCCCCC 6-chloro-N-decyl-N-octylhexane-1-sulfonamide